C(#N)C1=CC=C(C=C1)C=1C(=NN(C1OC)C1=NC=C(C(=O)OCCCC)C=C1)C butyl 6-(4-(4-cyanophenyl)-5-methoxy-3-methyl-1H-pyrazol-1-yl)nicotinate